NC=1C=CC(=C(CN2C[C@@H](CC2)O)C1)C1CCOCC1 (R)-1-(5-amino-2-(tetrahydro-2H-pyran-4-yl)benzyl)pyrrolidin-3-ol